FC1=CC(=CC2=C1N(C(=N2)C2=CC=C(C=C2)S(=O)(=O)C)C)C2CCN(CC2)C2CCN(CC2)CC(C)C 7-fluoro-5-(1'-isobutyl-[1,4'-bipiperidin]-4-yl)-1-methyl-2-(4-(methylsulfonyl)phenyl)-1H-benzo[d]imidazole